7-[2-(tert-butoxycarbonylamino)ethyl]-2-chloro-5-(o-tolyl)pyrrolo[2,3-d]pyrimidine-6-carboxylic acid C(C)(C)(C)OC(=O)NCCN1C(=C(C2=C1N=C(N=C2)Cl)C2=C(C=CC=C2)C)C(=O)O